N-((1-(1-(7-methoxy-6-(methoxymethoxy)quinazolin-4-yl)piperidin-4-yl)cyclopropyl)methyl)thiodiamide COC1=C(C=C2C(=NC=NC2=C1)N1CCC(CC1)C1(CC1)C[N-]S[NH-])OCOC